N[C@@H](C(=O)NC=1C=C2C=3C(=C(NC3C1)C=1C=NN(C1)C)C=NNC2=O)C2CCCCC2 (R)-2-amino-2-cyclohexyl-N-(2-(1-methyl-1H-pyrazol-4-yl)-6-oxo-5,6-dihydro-1H-[1,2]diazepino[4,5,6-cd]indol-8-yl)acetamide